CC1=CC=C(C=C1)S(=O)(=O)OC1CC(C1)(C)C#N (1s,3s)-3-cyano-3-methylcyclobutyl 4-methylbenzenesulfonate